BrC1=C(C2=C(OC3(CN2C(=O)OC(C)(C)C)CC3)N=C1)C tert-butyl 7'-bromo-8'-methyl-1',2'-dihydrospiro[cyclopropane-1,3'-pyrido[2,3-b][1,4]oxazine]-1'-carboxylate